tert-butyl (S,E)-2-(3-ethoxy-3-oxoprop-1-en-1-yl)piperidine-1-carboxylate C(C)OC(/C=C/[C@H]1N(CCCC1)C(=O)OC(C)(C)C)=O